NC[C@@H](OC1=CC2=C(C[C@H](NC([C@@H](N2C)C(C)C)=O)CO)C=C1)C1=NC=NC=C1 (2S,5S)-9-[(R)-2-amino-1-(4-pyrimidinyl)ethoxy]-5-(hydroxymethyl)-2-isopropyl-1-methyl-1,4,5,6-tetrahydro-1,4-benzodiazocin-3(2H)-one